1-(6-(5-fluoro-6-(3-hydroxy-1-naphthalenyl)-10,10-dimethyl-3-azatricyclo[7.1.1.02,7]undeca-2,4,6-trien-4-yl)-2,6-diazaspiro[3.4]octan-2-yl)-2-propen-1-one FC1=C(N=C2C3C(C(CC2=C1C1=CC(=CC2=CC=CC=C12)O)C3)(C)C)N3CC1(CN(C1)C(C=C)=O)CC3